CCCC(CCCCCCC=CC)=O tridecan-11-en-4-one